N1=CNC2=NC=CC(=C21)C=2C=NN(C2)C2=NC=CC(=C2)C(C(F)(F)F)O 1-(2-(4-(3H-imidazo[4,5-b]pyridin-7-yl)-1H-pyrazol-1-yl)pyridin-4-yl)-2,2,2-trifluoroethanol